3-(7-((1-methylpiperidin-4-yl)amino)-3-(thiazol-4-yl)benzo[b]thiophen-2-yl)prop-2-yn CN1CCC(CC1)NC1=CC=CC2=C1SC(=C2C=2N=CSC2)C#CC